propyl furancarboxylate O1C(=CC=C1)C(=O)OCCC